Silver-cobalt-manganese [Mn].[Co].[Ag]